[Cl-].C(CCCCCCC\C=C/CCCCCCCC)C(C[N+](C)(C)C)CCCCCCCCC\C=C/CCCCCCCC (2,3-dioleylpropyl)trimethylammonium chloride